phenyl(m-trifluoromethyl-phenyl)methylene(cyclopentadienyl)(2,7-di-tert-butylfluorenyl)zirconium dichloride [Cl-].[Cl-].C1(=CC=CC=C1)C(=[Zr+2](C1=C(C=CC=2C3=CC=C(C=C3CC12)C(C)(C)C)C(C)(C)C)C1C=CC=C1)C1=CC(=CC=C1)C(F)(F)F